4-[2,4-difluoro-6-(2-methoxyethoxy)phenyl]-7-(1-methylindazol-5-yl)thieno[2,3-c]pyridin-5-ol FC1=C(C(=CC(=C1)F)OCCOC)C1=C2C(=C(N=C1O)C=1C=C3C=NN(C3=CC1)C)SC=C2